CC=1C(=NON1)CC(=O)N1CCC(CC1)N1N=C(N=N1)C 2-(4-methyl-1,2,5-oxadiazol-3-yl)-1-(4-(5-methyl-2H-tetrazol-2-yl)piperidin-1-yl)ethan-1-one